C1(=CC=C(C=C1)C1(C(CC1)OC([C@H](C)NC(=O)C1=NC=CC(=C1O)OC)=O)C1=CC=C(C=C1)C)C [2,2-bis(p-tolyl) cyclobutyl](2S)-2-[(3-hydroxy-4-methoxy-pyridine-2-carbonyl) amino]propanoate